4-fluorobenzyl (4-((6-methylnicotinamido)meth-yl)phenyl)carbamate CC1=NC=C(C(=O)NCC2=CC=C(C=C2)NC(OCC2=CC=C(C=C2)F)=O)C=C1